C(CCC)OC(=O)N1C=C(C=2C1=NC=C(C2)Cl)C#N 5-chloro-3-cyano-1H-pyrrolo[2,3-b]pyridine-1-carboxylic acid Butyl ester